C(C)(=O)OCCC(C)C ISOPENTYL ACETATE